CC1=C2C=C(N(C2=CC=C1CN1CCC2(CN(C2)C2=NC=NC3=CC=C(C=C23)CC(F)(F)F)CC1)C[C@H]1[C@@H](NC(CC1)=O)C1=CC=CC=C1)C#N 4-Methyl-1-{[(2R,3S)-6-oxo-2-phenylpiperidin-3-yl]methyl}-5-({2-[6-(2,2,2-trifluoroethyl)quinazolin-4-yl]-2,7-diazaspiro[3.5]non-7-yl}methyl)-1H-indole-2-carbonitrile